The molecule is an amino trisaccharide composed of 2-acetamido-4-O-sulfo-beta-D-galactopyranosyl, 2-acetamido-beta-D-glucopyranosyl, and alpha-D-mannopyranose residues coupled in sequence by (1->4) and (1->2) glycosidic bonds. It is an oligosaccharide sulfate, an amino trisaccharide and a member of acetamides. CC(=O)N[C@@H]1[C@H]([C@@H]([C@H](O[C@H]1O[C@H]2[C@H]([C@@H]([C@H](O[C@@H]2O)CO)O)O)CO)O[C@H]3[C@@H]([C@H]([C@H]([C@H](O3)CO)OS(=O)(=O)O)O)NC(=O)C)O